O1CCC(CC1)CCC(=O)N ((tetrahydro-2H-pyran-4-yl)methyl)acetamide